CC1=C(OC=2CCC3=CN(N=C3C21)CC2=NC=C(C=C2)C)C(=O)OCC ethyl 8-methyl-2-[(5-methylpyridin-2-yl) methyl]-4,5-dihydro-2H-furo[2,3-g]indazole-7-carboxylate